BrC=1C=C(C=NC1[C@H](C)OC)N1CCOCC1 4-[5-bromo-6-[(1S)-1-methoxyethyl]-3-pyridinyl]morpholine